indenyl-(trimethylsilylmethyl-cyclopentadienyl)hafnium dichloride [Cl-].[Cl-].C1(C=CC2=CC=CC=C12)[Hf+2]C1(C=CC=C1)C[Si](C)(C)C